FC1=CC=C(C=C1)N1N=CC=2C1=NC(=NC2NC(=O)C=2SC(=CC2)[N+](=O)[O-])N2C=C(C=C2)C(=O)N(C)OC 1-(1-(4-fluorophenyl)-4-(5-nitrothiophene-2-carboxamido)-1H-pyrazolo[3,4-d]pyrimidin-6-yl)-N-methoxy-N-methyl-1H-pyrrole-3-carboxamide